6-methyl-N-((2-(6-(4-methyl-5-oxo-4,6-diazaspiro[2.4]heptan-6-yl)pyridin-2-yl)-1,6-naphthyridin-7-yl)methyl)-5-(methylsulfonyl)nicotinamide CC1=NC=C(C(=O)NCC2=NC=C3C=CC(=NC3=C2)C2=NC(=CC=C2)N2C(N(C3(CC3)C2)C)=O)C=C1S(=O)(=O)C